6-(1H-imidazol-1-yl)-4-(1-isopropyl-1H-pyrazol-4-yl)-N-((1r,4r)-4-(2-methoxyethoxy)cyclohexyl)pyridinecarboxamide N1(C=NC=C1)C1=CC(=CC(=N1)C(=O)NC1CCC(CC1)OCCOC)C=1C=NN(C1)C(C)C